5-(7-(N-(1-cyanocyclopropyl)sulfamoyl)-9-(5-(difluoromethyl)-1,3,4-thiadiazol-2-yl)-9H-pyrimido[4,5-b]indol-4-yl)-N,N-dimethylpyridine-amide C(#N)C1(CC1)NS(=O)(=O)C1=CC=C2C3=C(N(C2=C1)C=1SC(=NN1)C(F)F)N=CN=C3C=3C=CC(=NC3)C(=O)N(C)C